COCCOC=1C=C2C(=NC=NC2=CC1OCCOC)OC1=CC(=C(C=C1)C(C(=O)NC1=CC(=C(C=C1)C(F)(F)F)Cl)=O)F 2-(4-((6,7-bis(2-methoxyethoxy)quinazolin-4-yl)oxy)-2-fluorophenyl)-N-(3-chloro-4-(trifluoromethyl)phenyl)-2-oxoacetamide